C(C)(C)(C)OC(=O)N1CC(C(CC1)NC1=C2CCN(C(C2=CC=C1)C)C(=O)OCC1=CC=CC=C1)(F)F benzyl 5-((1-(tert-butoxycarbonyl)-3,3-difluoropiperidin-4-yl)amino)-1-methyl-3,4-dihydroisoquinoline-2(1H)-carboxylate